6-((4-cyclopropyl-3-methyl-1-oxoisoindolin-2-yl)methyl)benzo[d]oxazol-2(3H)-one C1(CC1)C1=C2C(N(C(C2=CC=C1)=O)CC1=CC2=C(NC(O2)=O)C=C1)C